ClC1=NN(C=C1NC=1N=CC2=C(N1)N(C(C(=C2)OC2=CC=CC=C2)=O)C=2C=C(C=CC2)NC(C=C)=O)C N-(3-(2-((3-chloro-1-methyl-1H-pyrazol-4-yl)amino)-7-oxo-6-phenoxypyrido[2,3-d]pyrimidin-8(7H)-yl)phenyl)acrylamide